2-fluoro-8-methoxybenzo[4,5]imidazo[1,2-a]pyridine FC=1C=CC=2N(C1)C1=C(N2)C=CC(=C1)OC